CC1(CC(CCC1)NC(=O)C1NCC(C1)F)C N-(3,3-dimethylcyclohexyl)-4-fluoropyrrolidine-2-carboxamide